(2-cyano-2-(2-(3,5-dichloro-4-((2-(2-methoxyethyl)-1-oxo-1,2,3,4-tetrahydroisoquinolin-6-yl)oxy)phenyl)hydrazono)acetyl)carbamate C(#N)C(C(=O)NC([O-])=O)=NNC1=CC(=C(C(=C1)Cl)OC=1C=C2CCN(C(C2=CC1)=O)CCOC)Cl